1-(5-((7-chloro-2-methylbenzo[d]thiazol-6-yl)thio)pyrazin-2-yl)-4-methylpiperidin ClC1=C(C=CC=2N=C(SC21)C)SC=2N=CC(=NC2)N2CCC(CC2)C